C(#N)CCC1=[C-]PC=CC=CC=C1 cyanoethylphosphoninide